(S)-2-(5-((4-(3-((2-(1-hydroxyethyl)-1H-imidazol-1-yl)methyl)isoxazol-5-yl)phenyl)ethynyl)pyridin-2-yl)acetamide O[C@@H](C)C=1N(C=CN1)CC1=NOC(=C1)C1=CC=C(C=C1)C#CC=1C=CC(=NC1)CC(=O)N